ClC1=C(C=CC=C1)C[C@@H](C(=O)O)NC(=O)OCC1C2=CC=CC=C2C=2C=CC=CC12 (2S)-3-(2-chlorophenyl)-2-[9H-fluoren-9-ylmethoxycarbonylamino]propionic acid